BrC=1C=C(C(=NC1)N1CC(C1)N1CCCC1)NS(=O)(=O)C N-(5-Bromo-2-(3-(pyrrolidin-1-yl)azetidin-1-yl)pyridin-3-yl)methanesulfonamide